Azetidin-1-yl-[(4S)-7-chloro-6-(2,6-difluorophenyl)-4-methyl-8-(trifluoromethyl)-4H-[1,2,4]triazolo[1,5-a][1,4]benzodiazepine-2-Yl]methanone N1(CCC1)C(=O)C1=NN2C([C@@H](N=C(C3=C2C=CC(=C3Cl)C(F)(F)F)C3=C(C=CC=C3F)F)C)=N1